N[C@@]1(C([C@@](CCC1)(C)O)=O)C1=CC=C(C=C1)C(F)(F)F (2R,6S)-2-amino-6-hydroxy-6-methyl-2-(4-(trifluoromethyl)phenyl)cyclohexan-1-one